1-(pyridin-3-ylmethyl)piperidin N1=CC(=CC=C1)CN1CCCCC1